COC1=C2C3=C(C4=CC=CC=C4C=C3NC2=O)C(=C1OC)O Piperolactam-D